OC1=C(C=CC(=C1)C(F)(F)F)C=1CN(C=CC1)C1CN(CCC1)C 3-(2-hydroxy-4-(trifluoromethyl)phenyl)-1-(1-methylpiperidin-3-yl)pyridin